4-benzyloxy-6-chloro-2-methyl-pyridin-3-amine C(C1=CC=CC=C1)OC1=C(C(=NC(=C1)Cl)C)N